2-(((R)-1-(2-((S)-4,4-difluoro-2-methylpiperidin-1-yl)-3,7-dimethyl-4-oxo-4H-pyrido[1,2-a]pyrimidin-9-yl)ethyl)amino)benzoic acid FC1(C[C@@H](N(CC1)C=1N=C2N(C(C1C)=O)C=C(C=C2[C@@H](C)NC2=C(C(=O)O)C=CC=C2)C)C)F